5-(4-((9-(4-amino-2-cyclopropyl-5-methoxyphenyl)-3,9-diazaspiro[5.5]undec-3-yl)methyl)piperidin-1-yl)-2-(2,6-dioxopiperidin-3-yl)isoindole-1,3-dione NC1=CC(=C(C=C1OC)N1CCC2(CCN(CC2)CC2CCN(CC2)C=2C=C3C(N(C(C3=CC2)=O)C2C(NC(CC2)=O)=O)=O)CC1)C1CC1